3-(3,5-dichlorophenyl)-3-(4-(3-(5,6,7,8-tetrahydro-1,8-naphthyridin-2-yl)-propyl)-1H-indazol-1-yl)propionic acid ClC=1C=C(C=C(C1)Cl)C(CC(=O)O)N1N=CC2=C(C=CC=C12)CCCC1=NC=2NCCCC2C=C1